O[C@H]1CN(C[C@@H]1CC=C)C(=O)[O-] (3R,4S)-3-hydroxy-4-allylpyrrolidine-1-carboxylate